ethyl 1-(2-(4-(3-chloro-2-methylphenyl)piperazin-1-yl)-2-oxoethyl)-5,5-difluoro-4,5,6,7-tetrahydro-1H-indazole-3-carboxylate ClC=1C(=C(C=CC1)N1CCN(CC1)C(CN1N=C(C=2CC(CCC12)(F)F)C(=O)OCC)=O)C